FC=1C=C2C(C=C(OC2=CC1)C(=O)NCC1CC(NCC1)=O)=O 6-fluoro-4-oxo-N-((2-oxopiperidin-4-yl)methyl)-4H-chromene-2-carboxamide